The molecule is tetraanion of icosanoyl-CoA arising from deprotonation of phosphate and diphosphate functions. It is a saturated fatty acyl-CoA(4-), a long-chain fatty acyl-CoA(4-) and a 3-substituted propionyl-CoA(4-). CCCCCCCCCCCCCCCCCCCC(=O)SCCNC(=O)CCNC(=O)[C@@H](C(C)(C)COP(=O)([O-])OP(=O)([O-])OC[C@@H]1[C@H]([C@H]([C@@H](O1)N2C=NC3=C(N=CN=C32)N)O)OP(=O)([O-])[O-])O